8-((3S,4R)-3-((tert-butyldimethyl silyl)oxy)-1-methylpiperidin-4-yl)-2-(2-chlorophenyl)-7-hydroxy-4-oxo-4H-chromen-5-yl acetate C(C)(=O)OC1=C2C(C=C(OC2=C(C(=C1)O)[C@@H]1[C@@H](CN(CC1)C)O[Si](C)(C)C(C)(C)C)C1=C(C=CC=C1)Cl)=O